3-(1,1-difluoro-2-((4R,7S)-1,4,5,6,7,8-hexahydro-4,7-epiminocyclohepta[c]pyrazol-9-yl)-2-oxoethyl)-4-fluoro-N-(4-fluoro-3-methylphenyl)benzamide FC(C(=O)N1[C@@H]2CC[C@H]1CC=1NN=CC12)(F)C=1C=C(C(=O)NC2=CC(=C(C=C2)F)C)C=CC1F